C(C)C(CN1C(=[N+](C=C1)C)C(=O)[O-])CCCC.C(C)(=O)N1[C@H](C[C@@H](C1)OC1=CC(=C(C=C1)OC(F)F)OCC1CC1)C(=O)N (2R,4S)-1-acetyl-4-(3-(cyclopropylmethoxy)-4-(difluoromethoxy)phenoxy)pyrrolidine-2-carboxamide 1-(2-ethylhexyl)-3-methylimidazolium-2-carboxylate